aluminum tris(trifluoromethanesulfonic acid) FC(S(=O)(=O)O)(F)F.FC(S(=O)(=O)O)(F)F.FC(S(=O)(=O)O)(F)F.[Al]